[[2-[(2R,5S)-2-(6-fluoro-1H-indazol-5-yl)-5-methyl-1-piperidyl]-2-oxo-acetyl]amino]pyridine-3-carboxamide FC1=C(C=C2C=NNC2=C1)[C@@H]1N(C[C@H](CC1)C)C(C(=O)NC1=NC=CC=C1C(=O)N)=O